FC=1C(=CC2=C(C(N3[C@@H](CO2)C[C@@H](C3)OC3=NC=C2CCC(NC2=C3)=O)=O)C1CCCCC)C (2S,11aR)-7-Fluoro-8-methyl-2-((2-oxo-1,2,3,4-tetrahydro-1,6-naphthyridin-7-yl)oxy)-6-pentyl-2,3,11,11a-tetrahydro-1H,5H-benzo[f]pyrrolo[2,1-c][1,4]oxazepin-5-one